2-(5-(furan-3-yl)nicotinamido)benzo[d]thiazole-6-carboxylic acid O1C=C(C=C1)C=1C=NC=C(C(=O)NC=2SC3=C(N2)C=CC(=C3)C(=O)O)C1